rac-Ethyl 2-(chloromethyl)-4-((7-ethyl-7-azaspiro[3.5]nonan-5-yl)oxy)benzoate ClCC1=C(C(=O)OCC)C=CC(=C1)O[C@@H]1C2(CCC2)CCN(C1)CC |r|